4-(5-(2-methyl-4-nitrophenoxy)thiazol-2-yl)morpholine CC1=C(OC2=CN=C(S2)N2CCOCC2)C=CC(=C1)[N+](=O)[O-]